3-chloro-N-(3-chloro-2,6-dinitro-4-trifluoromethylphenyl)-5-trifluoromethyl-2-pyridinamine ClC=1C(=NC=C(C1)C(F)(F)F)NC1=C(C(=C(C=C1[N+](=O)[O-])C(F)(F)F)Cl)[N+](=O)[O-]